6-(2-((6-oxo-4-propyl-1,6-dihydropyrimidin-2-yl)thio)acetyl)-3,4-dihydroquinolin-2(1H)-one O=C1C=C(N=C(N1)SCC(=O)C=1C=C2CCC(NC2=CC1)=O)CCC